(±)-2-(4-(1-oxoisoindol-2-yl)phenyl)butyric acid ethyl ester C(C)OC([C@H](CC)C1=CC=C(C=C1)N1C(C2=CC=CC=C2C1)=O)=O |r|